C1(=CC=C(C=C1)[Si](C=1C=C(C=CC1)C1=CC(=CC=C1)B1OC(C(O1)(C)C)(C)C)(C1=CC=CC=C1)C1=CC=C(C=C1)C1=CC=CC=C1)C1=CC=CC=C1 di([1,1'-biphenyl]-4-yl)(phenyl)(3'-(4,4,5,5-tetramethyl-1,3,2-dioxaborolan-2-yl)-[1,1'-biphenyl]-3-yl)silane